3-((2-fluoro-4-(trifluoromethyl)benzyl)oxy)azetidine 4-methylbenzenesulfonate CC1=CC=C(C=C1)S(=O)(=O)O.FC1=C(COC2CNC2)C=CC(=C1)C(F)(F)F